(1S,4S)-N-[4-(3-cyanophenyl)-5-(2,6-dimethyl-4-pyridinyl)thiazol-2-yl]-5-methyl-2,5-diazabicyclo[2.2.1]heptane-2-carboxamide C(#N)C=1C=C(C=CC1)C=1N=C(SC1C1=CC(=NC(=C1)C)C)NC(=O)N1[C@@H]2CN([C@H](C1)C2)C